(2S)-N-(5-fluoropyridin-2-yl)-2-(3-(6-methoxypyridazin-3-yl)-5-methylpiperidin-1-yl)propanamide FC=1C=CC(=NC1)NC([C@H](C)N1CC(CC(C1)C)C=1N=NC(=CC1)OC)=O